2-dimethylamino-1-(4-isopropylphenyl)-2-methylpropan-1-one CN(C(C(=O)C1=CC=C(C=C1)C(C)C)(C)C)C